(3-fluorophenyl)-1-(3,4,5-trimethoxyphenyl)-3,4-dihydropyrrolo[1,2-a]pyrazine FC=1C=C(C=CC1)C1N=C(C=2N(C1)C=CC2)C2=CC(=C(C(=C2)OC)OC)OC